N-(4,4-dimethylcyclohexyl)-2-methyl-4H-pyrrolo[2,3-d]thiazole-5-carboxamide CC1(CCC(CC1)NC(=O)C1=CC2=C(N=C(S2)C)N1)C